(Z)-3-(2-(3,5-bis(trifluoromethyl)phenyl)-1H-imidazol-4-yl)-1-(3,3-difluoroazetidin-1-yl)prop-2-en-1-one FC(C=1C=C(C=C(C1)C(F)(F)F)C=1NC=C(N1)\C=C/C(=O)N1CC(C1)(F)F)(F)F